C(OC1=CC(=C2C(C=C(OC2=C1[C@@H]1[C@@H](CN(CC1)C)OC(=O)OC)C1=C(C=CC=C1)Cl)=O)O)(OC)=O 2-(2-chlorophenyl)-5-hydroxy-8-((3S,4R)-3-((methoxycarbonyl)oxy)-1-methylpiperidin-4-yl)-4-oxo-4H-chromen-7-yl methyl carbonate